(4-(1-cyclopropyl-1H-pyrazol-4-yl)-5-((1-isopropyl-1H-pyrazol-4-yl)ethynyl)pyridin-2-yl)-2-(1-(cyclopropylsulfonyl)-1H-pyrazol-4-yl)pyrimidin-4-amine C1(CC1)N1N=CC(=C1)C1=CC(=NC=C1C#CC=1C=NN(C1)C(C)C)C=1C(=NC(=NC1)C=1C=NN(C1)S(=O)(=O)C1CC1)N